Cl[C@](C=O)(O)[C@H](O)[C@H](O)[C@@H](O)C 2-chlorofucose